(Ra)-2-(6-(1-([1,1'-biphenyl]-4-ylmethyl)-5-chloro-4-methoxy-1H-indazole-7-carboxamido)spiro[3.3]heptan-2-yl)acetic acid C1(=CC=C(C=C1)CN1N=CC2=C(C(=CC(=C12)C(=O)NC1CC2(CC(C2)CC(=O)O)C1)Cl)OC)C1=CC=CC=C1